C(CCCCCCCCCCC)(=O)N[C@@H](C(C)C)C(=O)O.[Na] sodium N-lauroyl-L-valine